palladium phosphosulfide P(=O)(=O)SP(=O)=O.[Pd]